N1(CCNCCCNCCNCCC1)CC1=CC=C(C=C1)CN1CCNCCCNCCNCCC1 1,4-bis((1,4,8,11-tetraazacyclotetradecane-1-yl)methyl)benzene